O=C1NC(CCC1N1C(C2=CC=C(C=C2C1=O)N1CCCCC1)=O)=O 1-(2-(2,6-dioxopiperidin-3-yl)-1,3-dioxoisoindolin-5-yl)piperidin